C(C)(=O)OC1=CC(=C(C(=C1)OC)OC)OC 3,4,5-trimethoxyphenyl acetate